FC=1C=C(C=CC1F)C=1C(=C2N(N1)CCC2)C2=CC1=C(N=CS1)C=C2 6-(2-(3,4-Difluorophenyl)-5,6-dihydro-4H-pyrrolo[1,2-b]pyrazol-3-yl)benzo[d]thiazole